anti-N-Methyl-D-aspartic acid CN[C@H](CC(=O)O)C(=O)O